4-(chloromethyl)-2-methyl-thiazole ClCC=1N=C(SC1)C